C(C)(C)(C)C1=C(C=C)C=CC(=C1)C(C)(C)C 2,4-dit-butyl-styrene